tetramethyl-urea hexafluorophosphate salt F[P-](F)(F)(F)(F)F.CN(C(N(C)C)=O)C